5-(2-ethyl-1-methyl-1H-pyrrolo[2,3-c]pyridine-3-carbonyl)-2-hydroxy-3-(methylthio)benzonitrile C(C)C1=C(C=2C(=CN=CC2)N1C)C(=O)C=1C=C(C(=C(C#N)C1)O)SC